7-tert-butyl 1-ethyl 2-[2-[(benzylamino) methyl] prop-2-en-1-yl]-3-oxo-5H,6H,8H-imidazo[1,5-a]pyrazine-1,7-dicarboxylate C(C1=CC=CC=C1)NCC(CN1C(N2C(CN(CC2)C(=O)OC(C)(C)C)=C1C(=O)OCC)=O)=C